C1(=CC=CC=C1)C(=O)C1=C(C=C(C=C1O)OC)[O-] 2-(phenylcarbonyl)-3-hydroxy-5-(methoxy)phenolate